FC=1C(=NC(=NC1)NC1=CC=C(C=N1)CN1C[C@@](OCC1)(C)CC=O)C=1C=C(C2=C(N(C(=N2)C)C(C)C)C1)F (R)-2-(4-((6-((5-fluoro-4-(4-fluoro-1-isopropyl-2-methyl-1H-benzo[d]imidazol-6-yl)pyrimidin-2-yl)amino)pyridin-3-yl)methyl)-2-methylmorpholin-2-yl)acetaldehyde